N-{2-fluoro-4-methyl-5-[2-(1-methylpyrazol-4-yl)-6-(morpholin-4-yl)pyridin-4-yl]phenyl}-3-(1,1,2,2,2-pentafluoroethyl)pyrrolidine-1-carboxamide FC1=C(C=C(C(=C1)C)C1=CC(=NC(=C1)N1CCOCC1)C=1C=NN(C1)C)NC(=O)N1CC(CC1)C(C(F)(F)F)(F)F